O1C(=CC=C1)CC#N alpha-furylacetonitrile